tert-butyl 4-([5-[(tert-butyldimethylsilyl)sulfamoyl]-3-(2-hydroxypropan-2-yl)furan-2-yl]methyl)piperazine-1-carboxylate [Si](C)(C)(C(C)(C)C)NS(=O)(=O)C1=CC(=C(O1)CN1CCN(CC1)C(=O)OC(C)(C)C)C(C)(C)O